5-methoxy-2-(4-{[(3R)-1-methylpiperidin-3-yl]amino}pyrido[3,4-d]pyridazin-1-yl)phenol formate salt C(=O)O.COC=1C=CC(=C(C1)O)C1=C2C(=C(N=N1)N[C@H]1CN(CCC1)C)C=NC=C2